FC(COC=1C=CC2=NN(C(C(=C2N1)C#C[Si](C)(C)C)=O)C1=CC2=CN(N=C2C=C1)C)F 6-(2,2-difluoroethoxy)-2-(2-methyl-2H-indazol-5-yl)-4-((trimethylsilyl)ethynyl)pyrido[3,2-c]pyridazin-3(2H)-one